C12CNCC2C1N1N=CC=2C(C1=O)=NN(C2Cl)CC2=C(C=CC=C2)F 6-(3-azabicyclo[3.1.0]hexan-6-yl)-3-chloro-2-(2-fluorobenzyl)-2,6-dihydro-7H-pyrazolo[3,4-d]pyridazin-7-one